ClC1=NC(=CC(=C1)C=1C(=NN2C1N=C(C=C2)C(=O)N[C@@H]2CNCCC2)C2=CC(=CC=C2)C#N)C 3-(2-chloro-6-methyl-4-pyridinyl)-2-(3-cyanophenyl)-N-[(3S)-3-piperidinyl]pyrazolo[1,5-a]pyrimidine-5-carboxamide